(R)-tert-butyl 4-(2-(4-(3-(4-cyano-3-(trifluoromethyl) phenyl)-5,5-dimethyl-4-oxo-2-thioxoimidazolidin-1-yl)-2-(2,2-difluoroethyl) phenoxy) ethyl)-2-methylpiperazine-1-carboxylate C(#N)C1=C(C=C(C=C1)N1C(N(C(C1=O)(C)C)C1=CC(=C(OCCN2C[C@H](N(CC2)C(=O)OC(C)(C)C)C)C=C1)CC(F)F)=S)C(F)(F)F